OC(CNC1CCN(CC1)CCC1=CC=CC=C1)C1=CC=C(C=C1)O 4-(1-hydroxy-2-((1-phenethylpiperidIn-4-yl)amino)ethyl)phenol